N-methylbutanamide formate C(=O)O.CNC(CCC)=O